C1=CC(=CC=C1O)S(=O)(=O)C2=CC=C(C=C2)O Bisphenol-S